[Br-].N[N+](CC1=CC=CC=C1)(C)C aminodimethyl-benzyl-ammonium bromide